2-amino-8-cyclopentyl-6-(1-ethoxyvinyl)-5-methyl-pyrido[2,3-d]pyrimidin-7-one NC=1N=CC2=C(N1)N(C(C(=C2C)C(=C)OCC)=O)C2CCCC2